N4-(4-(3,7-bistrifluoromethyl-10H-phenoxazin-10-yl)phenyl)-N4,N4'-bis(4-fluorophenyl)-N4'-(3',4',5'-trifluoro-[1,1'-biphenyl]-4-yl)-[1,1'-biphenyl]-4,4'-diamine FC(C=1C=CC=2N(C3=CC=C(C=C3OC2C1)C(F)(F)F)C1=CC=C(C=C1)N(C1=CC=C(C=C1)C1=CC=C(C=C1)N(C1=CC=C(C=C1)C1=CC(=C(C(=C1)F)F)F)C1=CC=C(C=C1)F)C1=CC=C(C=C1)F)(F)F